bromoaluminum Br[Al]